NC1=NC(N(C=C1)C=C1C(C1)(CO)C[Li])=O (2-((4-amino-2-oxopyrimidin-1(2H)-yl)methylene)-1-(hydroxymethyl)Cyclopropyl)methyl-lithium